OC1=C(C=C(C=C1OC)/C=C/C(=O)O)OC trans-3-(4-hydroxy-3,5-dimethoxyphenyl)acrylic acid